C1(CC1)C=1C=C2C(C(N(C2=C(C1)F)[C@@H]1C(N(CC1)CCCC(=O)O)=O)=O)(C)C (S)-4-(3-(5-cyclopropyl-7-fluoro-3,3-dimethyl-2-oxoindolin-1-yl)-2-oxopyrrolidin-1-yl)butanoic acid